(3S)-6-chloro-5-(2,6-difluorophenyl)-7-trifluoromethyl-3-methyl-1,3-dihydro-1,4-benzodiazepine-2-One ClC1=C(C=CC2=C1C(=N[C@H](C(N2)=O)C)C2=C(C=CC=C2F)F)C(F)(F)F